FC1=C(C#N)C(=CC(=C1)CC(C)C)N1CCN(CC1)CC1=NC=CC=C1F 2-fluoro-6-(4-((3-fluoropyridin-2-yl)methyl)piperazin-1-yl)-4-isobutylbenzonitrile